FC(C=1SC2=C(N1)C=C(C(=C2)F)C#C)F 2-(difluoromethyl)-5-ethynyl-6-fluoro-benzo[d]thiazole